N1=CC=C(C=2CC3CCCN3C21)SC=2N=CC(=NC2N)N2CCC1([C@@H]([C@@H](OC1)C)N)CC2 (3S,4S)-8-(5-[5H,5aH,6H,7H,8H-pyrido[3,2-b]pyrrolizin-4-ylsulfanyl]-6-aminopyrazin-2-yl)-3-methyl-2-oxa-8-azaspiro[4.5]decan-4-amine